tert-butyl (S)-(3-(isoquinolin-6-ylamino)-3-oxo-2-phenylpropyl)(2-((2-nitrophenyl)sulfonyl)-5,8,11,14-tetraoxa-2-azahexadecan-16-yl)carbamate C1=NC=CC2=CC(=CC=C12)NC([C@H](CN(C(OC(C)(C)C)=O)CCOCCOCCOCCOCCN(C)S(=O)(=O)C1=C(C=CC=C1)[N+](=O)[O-])C1=CC=CC=C1)=O